[Si](C)(C)(C(C)(C)C)OC(C(=O)OC)CCO methyl 2-[tert-butyl(dimethyl) silyl]oxy-4-hydroxy-butanoate